C(CCCCCCC\C=C/CC)=O Z-9-dodecenal